(3aR,5R,6aS)-5-(2,4-difluorophenoxy)-2-((2R)-2-hydroxy-2-(1-(tetrahydro-2H-pyran-2-yl)-1H-indazol-5-yl)ethyl)hexahydrocyclopenta[c]pyrrol FC1=C(OC2C[C@@H]3[C@@H](CN(C3)C[C@@H](C=3C=C4C=NN(C4=CC3)C3OCCCC3)O)C2)C=CC(=C1)F